4-chloro-2-(2-methyl-2H-1,2,3-triazol-4-yl)benzonitrile ClC1=CC(=C(C#N)C=C1)C1=NN(N=C1)C